ClC1=CC(=C(C=C1)S(=O)(=O)N[C@@H]([C@H](C)C1=C(C(=CC=C1F)C1=NNC=C1)C)C=1OC(NN1)=O)OC 4-chloro-N-((1S,2R)-2-(6-fluoro-2-methyl-3-(1H-pyrazol-3-yl)phenyl)-1-(5-oxo-4,5-dihydro-1,3,4-oxadiazol-2-yl)propyl)-2-methoxybenzenesulfonamide